C(C)(C)(C)C=1C=C(C(=O)O)C=C(C1)C(C)(C)C 3,5-di-tert-butyl-benzoic acid